Naphthalenediazonium C1(=CC=CC2=CC=CC=C12)[N+]#N